C1(CCC1)N1CCN(CC1)C1CCN(CC1)C1=C(C=C(C(=C1)OC)NC1=NC=NC(=C1)N1OCC[C@@H]1C1=C(C(=C(C=C1)Cl)Cl)F)NC(C=C)=O N-(2-(4-(4-cyclobutylpiperazine-1-yl)piperidine-1-yl)-5-((6-((R)-3-(3,4-dichloro-2-fluorophenyl)isoxazolidine-2-yl)pyrimidine-4-yl)amino)-4-methoxyphenyl)acrylamide